6-(1H-Imidazol-1-yl)-4-methoxy-N-(1-(methylsulfonyl)piperidin-4-yl)picolinamide N1(C=NC=C1)C1=CC(=CC(=N1)C(=O)NC1CCN(CC1)S(=O)(=O)C)OC